2-[4-methyl-4-[(3S)-3-pyrimidin-5-yl-isoxazolidine-2-carbonyl]-1-piperidinyl]pyrimidine-4-carboxamide CC1(CCN(CC1)C1=NC=CC(=N1)C(=O)N)C(=O)N1OCC[C@H]1C=1C=NC=NC1